lithium, Lithium salt [Li].[Li]